[Si](C)(C)(C(C)(C)C)OCCNCCCN(C)C N1-(2-(t-butyldimethylsilyloxy)ethyl)-N3,N3-dimethylpropane-1,3-diamine